N1C(=CC=C1)\C=C\1/C(NC2=CC=C(C=C12)NCC1=CC(=CC(=C1)F)Cl)=O (Z)-3-((1H-pyrrol-2-yl)methylene)-5-((3-chloro-5-fluorobenzyl)amino)indolin-2-one